C(CC)OCCN1N=CC(=C1)NC1=CC=CC(=N1)C1=CC=C(C=C1)N1C(NCC1)=O 1-(4-(6-((1-(2-propoxyethyl)-1H-pyrazol-4-yl)amino)pyridin-2-yl)phenyl)imidazolidin-2-one